4-((5-chloro-7-(2-((6,6-dimethyl-2,4-dioxo-3-azabicyclo[3.1.0]hexane-3-yl)methyl)thieno[3,2-b]pyridin-7-yl)-1H-indol-1-yl)methyl)-1-(cyclopropylmethyl)piperidine-4-carbonitrile ClC=1C=C2C=CN(C2=C(C1)C1=C2C(=NC=C1)C=C(S2)CN2C(C1C(C1C2=O)(C)C)=O)CC2(CCN(CC2)CC2CC2)C#N